monomethylurea CNC(=O)N